CC1=NC2=CC=C(C=C2C(=C1I)Br)Cl methyl-4-bromo-6-chloro-3-iodo-quinoline